C(CC)C=1NCCC1 2-propyl-4,5-dihydroAzole